2-(3,5-difluorophenyl)-6-methoxy-N-(5-(methoxymethyl)-1H-pyrazol-3-yl)-7-(3-(pyrrolidin-1-yl)propoxy)quinazolin-4-amine FC=1C=C(C=C(C1)F)C1=NC2=CC(=C(C=C2C(=N1)NC1=NNC(=C1)COC)OC)OCCCN1CCCC1